BrC=1C(=CC(=C(C1)O)[N+](=O)[O-])OC 5-bromo-4-methoxy-2-nitrophenol